C(C)(C)(C)OC([C@H](CCC(=O)NCCCC[C@H](NC(=O)OC(C)(C)C)C(=O)NCCCC[C@H](N)C(=O)O)NC(CCCCCCCCCCCCCCCCP(=O)(OC(C)(C)C)OC(C)(C)C)=O)=O N6-(N6-((S)-5-(tert-butoxy)-4-(17-(di-tert-butoxyphosphoryl)heptadecanamido)-5-oxopentanoyl)-N2-(tert-butoxycarbonyl)-L-lysyl)-L-lysine